Cl.COC1=CC=2N(C=C1C(=O)NC1=NC=C(C=C1)C1CCNCC1)C=C(N2)C 7-methoxy-2-methyl-N-(5-(piperidin-4-yl)pyridin-2-yl)imidazo[1,2-a]pyridine-6-carboxamide hydrochloride